2-(diethylamino)-1-(4-(2-(4-isopropyl-5-(8-methoxy-[1,2,4]triazolo[1,5-a]pyridin-6-yl)-1H-pyrazol-3-yl)-4-methylthiazol-5-yl)piperidin-1-yl)ethan-1-one C(C)N(CC(=O)N1CCC(CC1)C1=C(N=C(S1)C1=NNC(=C1C(C)C)C=1C=C(C=2N(C1)N=CN2)OC)C)CC